CC=C(C(=O)[O-])C=1OC=NN1 methyl-1,3,4-oxadiazol-2-yl-acrylate